CN1C=C(C=2C(N(C=C(C21)C)C)=O)C(=O)N2C(CC2)C 1,5,7-trimethyl-3-((2-methylazetidin-1-yl)carbonyl)-1,5-dihydro-4H-pyrrolo[3,2-c]pyridin-4-one